N1=CN=C(C2=C1NC=C2)N2CC(CCC2)C=2C=C(C=CC2)NC(=O)NC2=CC(=NO2)C 1-(3-(1-(7H-pyrrolo[2,3-d]pyrimidin-4-yl)piperidin-3-yl)phenyl)-3-(3-methylisoxazol-5-yl)urea